CC(C)C=1C=C(OC2=CC=C(C=C2)[C@@H]2CCCN3C2=NS(CC3)(=O)=O)C=CC1 (9S)-9-{4-[3-(1-methylethyl)phenoxy]phenyl}-3,4,6,7,8,9-hexahydropyrido[2,1-c][1,2,4]thiadiazine 2,2-dioxide